C(C)(C)(C)NS(=O)(=O)C1=CC(=CC=C1)C=1N=NN(C1)C1=C(C=C(C=C1)NS(=O)(=O)C)N1CCC2(CC2)CC1 N-(tert-butyl)-3-(1-(4-(methylsulfonamido)-2-(6-azaspiro[2.5]octan-6-yl)phenyl)-1H-1,2,3-triazol-4-yl)benzenesulfonamide